N1C(C(CC1)=[Se])=O pyrrolidoneselon